Cl.CC=1C=C(O[C@H]2CN(CC2)C2(CCOCC2)C(=O)NC2(CC2)C2=CC=C(C(=O)O)C=C2)C=CC1 4-[1-[[4-[(3R)-3-(3-Methylphenoxy)pyrrolidin-1-yl]tetrahydropyran-4-carbonyl]amino]cyclopropyl]benzoic acid, hydrochloride